6-(6-Fluoroquinolin-4-yl)-N-(4-(trifluoromethyl)phenyl)spiro[2.5]octane-1-carboxamide FC=1C=C2C(=CC=NC2=CC1)C1CCC2(CC2C(=O)NC2=CC=C(C=C2)C(F)(F)F)CC1